methylene-4,4'-thiobis(2,6-di-t-butylphenol) C=CC(C)(C)C1=CC(=CC(=C1O)C(C)(C)C)SC1=CC(=C(C(=C1)C(C)(C)C)O)C(C)(C)C